5-{4-aminopyrrolo[2,1-f][1,2,4]triazin-7-yl}-N-[(3R,4S)-1-(3,3-difluorocyclobutanecarbonyl)-4-fluoropyrrolidin-3-yl]-2-methoxypyridine-3-carboxamide NC1=NC=NN2C1=CC=C2C=2C=C(C(=NC2)OC)C(=O)N[C@@H]2CN(C[C@@H]2F)C(=O)C2CC(C2)(F)F